N,N,4,7-Tetramethyl-5-oxo-9-vinyl-4,5-dihydroimidazo[1,5-a]quinazoline-3-carboxamide CN(C(=O)C=1N=CN2C1N(C(C1=CC(=CC(=C21)C=C)C)=O)C)C